4-[7-[[(3S)-1-(2-cyanoethyl)pyrrolidin-3-yl]methoxy]imidazo[1,2-a]pyridin-3-yl]-N-cyclopropyl-2-(difluoromethoxy)-6-methoxy-benzamide C(#N)CCN1C[C@H](CC1)COC1=CC=2N(C=C1)C(=CN2)C2=CC(=C(C(=O)NC1CC1)C(=C2)OC)OC(F)F